C[Si](CCOCN1C=2N(C3=CC=CC=C3C1=O)C=NN2)(C)C 4-((2-(trimethylsilyl)ethoxy)methyl)-[1,2,4]triazolo[4,3-a]quinazolin-5(4H)-one